(1S,3R)-3-(3-{[(4-meth-oxyphenyl)acetyl]amino}-1H-pyrazol-5-yl)cyclopentyl (cis-4-hydroxy-4-methylcyclohexyl)carbamate OC1(CCC(CC1)NC(O[C@@H]1C[C@@H](CC1)C1=CC(=NN1)NC(CC1=CC=C(C=C1)OC)=O)=O)C